CN(C=1C=CC(=NC1)N)C=1C=C(C=CC1)C N5-methyl-N5-(m-tolyl)pyridine-2,5-diamine